OC=C 1-Hydroxyethen